(2-bromo-5-fluorophenylmethyl)-6-methyl-3-(methylthio)-1,2,4-triazin-5(4H)-one BrC1=C(C=C(C=C1)F)CN1C(=NN=C(C1=O)C)SC